5-[5-amino-2-[(2,6-difluorophenyl)methyl]-7-(pyridin-2-yl)-[1,2,4]triazolo[1,5-c]pyrimidin-8-yl]-1-methyl-1,2-dihydropyridin-2-one NC1=NC(=C(C=2N1N=C(N2)CC2=C(C=CC=C2F)F)C=2C=CC(N(C2)C)=O)C2=NC=CC=C2